CC1=C(C(=O)OC(C2=CC=CC=C2)C=2N=NN(C2C2=CC=CC=C2)C=2C=CC=3N(C4=CC=CC=C4C3C2)CC)C=CC(=C1S(NC1=C(C=CC(=C1)C#N)C=1SC(=CC1)Cl)(=O)=O)C1CC1 (1-(9-ethyl-9H-carbazol-3-yl)-5-phenyl-1H-1,2,3-triazol-4-yl)(phenyl)methanol methyl-3-(N-(2-(5-chlorothiophen-2-yl)-5-cyanophenyl)sulfamoyl)-4-cyclopropylbenzoate